FC1(OC=2C(=CC=C3C(COC32)NC)O1)F 2,2-difluoro-N-methyl-6,7-dihydro-[1,3]dioxolo[4,5-g]benzofuran-6-amine